BrC1=CC=C(C=C1)C(=O)N1CC(N(CC1)C1=CC=CC=C1)C (4-bromophenyl)(3-methyl-4-phenylpiperazin-1-yl)methanone